ClC=1C=CC2=C([C@@H](C[C@@H](O2)C(=O)NC23CC(C2)(C3)N3N=CC(=C3)O[C@@H]3C[C@@H](C3)OC(F)(F)F)O)C1 (2R,4R)-6-chloro-4-hydroxy-N-[3-(4-{[cis-3-(trifluoromethoxy)cyclobutyl]oxy}-1H-pyrazol-1-yl)bicyclo[1.1.1]pentan-1-yl]-3,4-dihydro-2H-1-benzopyran-2-carboxamide